6-(6'-Acetyl-[2,2'-bipyridin]-3-yl)imidazo[1,2-a]pyridin-3-carbonitril C(C)(=O)C1=CC=CC(=N1)C1=NC=CC=C1C=1C=CC=2N(C1)C(=CN2)C#N